methyl-5,7-dioxo-2,3,5,7,11,11a-hexahydro[1,3]oxazolo[3,2-a]pyrido[1,2-d]pyrazine CC1CN2C(CN3C(C2=O)=CC(C=C3)=O)O1